5-(beta-methylmercaptoethyl)-hydantoin CSCCC1C(NC(N1)=O)=O